[O-]CCCC.[Y+3].[O-]CCCC.[O-]CCCC yttrium (III) n-butoxide